[Si](C1=CC=CC=C1)(C1=CC=CC=C1)(C(C)(C)C)OCC(CCCCCC)C(C(=O)O)CCCCCC.C(CCCCCCC)(=O)OC(CO[Si](C1=CC=CC=C1)(C1=CC=CC=C1)C(C)(C)C)CCCCCC 1-((tert-Butyldiphenylsilyl)oxy)octan-2-yl octanoate [1-((tert-Butyldiphenylsilyl)oxy)octan-2-yl octanoate]